C(C)(=O)N[C@H]1C[C@H](CCC1)C(=O)NC1=NC=C(C(=C1)C1=CC2=C(N=C3N2C(CC3)(C)C)C(=C1)F)C (1S,3R)-3-acetamido-N-(4-(5-fluoro-1,1-dimethyl-2,3-dihydro-1H-benzo[d]pyrrolo[1,2-a]imidazol-7-yl)-5-methylpyridin-2-yl)cyclohexane-1-carboxamide